N1C=CC2=CC(=CC=C12)CC 1-(indol-5-yl)ethane